CC=1C=C(C=C(C1N1CCN(CC1)C)C)C=1C=C2C(=NC1)NC=C2 5-[3,5-Dimethyl-4-(4-methylpiperazin-1-yl)phenyl]-1H-pyrrolo[2,3-b]pyridine